CN(C)C1=CC2=C(C=C1)C(=C3C=CC(=[N+](C)C)C=C3O2)C4=C(C=C(C=C4)SC#N)C(=O)O.[Cl-] The molecule is an organic chloride salt. It has a role as a fluorochrome. It contains a tetramethylrhodamine thiocyanate cation. It derives from a rhodamine 110.